ClC=1C(C2CCC(C1)C2)=O 3-chlorobicyclo[3.2.1]oct-3-en-2-one